CN(C)C=NC1SSC(N1)=S 3-[(Dimethylaminomethylene)amino]-3H-1,2,4-dithiazole-5-thione